zirconium hafnium carbon [C].[Hf].[Zr]